(8-{[2-(4-isopropylphenyl)imidazo[1,2-a]pyridin-3-yl]methyl}-3,8-diazabicyclo[3.2.1]oct-3-yl)(6-methoxypyridin-2-yl)methanone C(C)(C)C1=CC=C(C=C1)C=1N=C2N(C=CC=C2)C1CN1C2CN(CC1CC2)C(=O)C2=NC(=CC=C2)OC